ethyl 4-hydroxy-2-(3-methylenecyclobutyl)pyrimidine-5-carboxylate OC1=NC(=NC=C1C(=O)OCC)C1CC(C1)=C